FC(S(=O)(=O)[O-])(F)F.C1(=CC=CC=C1)[N+]1=CC=CC=C1 1-phenylpyridin-1-ium trifluoromethanesulfonate